ClC1=CC=C(C(=N1)C(=O)OC)N[C@H](C)C1=CC(=CC=2C=3N(C(=NC12)N1CCOCC1)C=C(N3)C(F)(F)F)C methyl (R)-6-chloro-3-((1-(9-methyl-5-morpholino-2-(trifluoromethyl)imidazo[1,2-c]quinazolin-7-yl)ethyl)amino)picolinate